C(CCCCCCCC)N(C(N(CCCCCCCCC)CCCCCCCCC)=O)CCCCCCCCC tetranonylurea